1-(5-(4-((3,4-dichloro-2-fluorophenyl)amino)-7-methoxyquinazolin-6-yl)-3,6-dihydropyridin-1(2H)-yl)prop-2-en-1-one ClC=1C(=C(C=CC1Cl)NC1=NC=NC2=CC(=C(C=C12)C1=CCCN(C1)C(C=C)=O)OC)F